O=C[C@@H](O)[C@@H](O)[C@H](O)[C@H](O)CO (d)-Mannose